4-[(E)-(3-bromo-1-naphthalenyl)[(2-propyn-1-yloxy)imino]methyl]-5-hydroxy-2,6-dimethyl-3(2H)-pyridazinone BrC=1C=C(C2=CC=CC=C2C1)\C(\C=1C(N(N=C(C1O)C)C)=O)=N/OCC#C